(4aR)-3-acryloyl-11-fluoro-10-(2-fluoro-6-methoxyphenyl)-8-(2-isopropyl-4-methylpyridin-3-yl)-1,2,3,4,4a,5-hexahydropyrazino[1',2':4,5][1,4]oxazino[2,3-c][1,8]naphthyridin-7(8H)-one C(C=C)(=O)N1C[C@H]2N(C3=C(C(N(C=4N=C(C(=CC34)F)C3=C(C=CC=C3OC)F)C=3C(=NC=CC3C)C(C)C)=O)OC2)CC1